NC1=C(C(=NN1C1CC(C1)(C)O)C1=CC=C2C(=CC(=NC2=C1)C1=CC=CC=C1)OCC)C#N 5-amino-3-(4-ethoxy-2-phenylquinolin-7-yl)-1-((1s,3s)-3-hydroxy-3-methylcyclobutyl)-1H-pyrazole-4-carbonitrile